C(#N)C=1C=C(C=CC1)C(NC(=O)NC12CC(C1)(C2)C(F)(F)F)([2H])[2H] 1-[(3-cyanophenyl)-dideuteromethyl]-3-[3-(trifluoromethyl)-1-bicyclo[1.1.1]pentanyl]urea